4-((1R,5S)-3,8-diazabicyclo[3.2.1]octan-8-yl)-6,8-difluoro-2-(((2R,7aS)-2-fluorotetrahydro-1H-pyrrolizin-7a(5H)-yl)methoxy)-7-(8-methylnaphthalen-1-yl)quinazoline [C@H]12CNC[C@H](CC1)N2C2=NC(=NC1=C(C(=C(C=C21)F)C2=CC=CC1=CC=CC(=C21)C)F)OC[C@]21CCCN1C[C@@H](C2)F